CS(=O)(=O)[O-].C(CCCCC)[NH+]1CC(CCC1)CC 1-Hexyl-3-ethylpiperidinium methansulfonat